1-(6-((4-chloro-2-fluorobenzyl)oxy)-3,5-difluoropyridin-2-yl)piperazine TFA Salt OC(=O)C(F)(F)F.ClC1=CC(=C(COC2=C(C=C(C(=N2)N2CCNCC2)F)F)C=C1)F